2-((amyl-amino)methyl)phenol C(CCCC)NCC1=C(C=CC=C1)O